CP(=O)(C)C1=NC=C(C=C1N)F (dimethylphosphoryl)-5-fluoropyridin-3-amine